ethyl 4-[9-(4-chloro-2-fluoro-phenyl)-2,3-dimethyl-4-oxo-pyrazino[1,2-a]pyrimidin-7-yl]-3,6-dihydro-2H-pyran-2-carboxylate ClC1=CC(=C(C=C1)C1=NC(=CN2C1=NC(=C(C2=O)C)C)C=2CC(OCC2)C(=O)OCC)F